8-morpholinylimidazo[1,2-a]pyrazine N1(CCOCC1)C=1C=2N(C=CN1)C=CN2